ClC1=CC(=C(C=C1C#N)NS(=O)(=O)C=1C=C(C(=O)O)C=CC1C1CC1)O[C@H]1C(CCC1)(C)C (R)-3-(N-(4-chloro-5-cyano-2-((2,2-dimethylcyclopentyl)oxy)phenyl)sulfamoyl)-4-cyclopropylbenzoic acid